4-azido-6-(4-fluorophenyl)pyridine-3-carboxylic acid N(=[N+]=[N-])C1=C(C=NC(=C1)C1=CC=C(C=C1)F)C(=O)O